N-(3-(3-(2,6-Dioxopiperidin-3-yl)imidazo[1,2-a]pyridin-6-yl)prop-2-yn-1-yl)-5-(8-(7-isopropyl-1,3-dimethyl-2-oxo-2,3-dihydro-1H-benzo[d]imidazol-5-yl)isoquinolin-3-yl)picolinamide O=C1NC(CCC1C1=CN=C2N1C=C(C=C2)C#CCNC(C2=NC=C(C=C2)C=2N=CC1=C(C=CC=C1C2)C2=CC1=C(N(C(N1C)=O)C)C(=C2)C(C)C)=O)=O